lithium nonafluorobutanesulfonate FC(C(C(C(S(=O)(=O)[O-])(F)F)(F)F)(F)F)(F)F.[Li+]